N-(3-(2-(1-(2-morpholinoethyl)-1H-pyrazol-4-ylamino)-[1,2,4]triazolo[1,5-a]pyridin-5-yloxy)phenyl)acrylamide boron triethoxide [O-]CC.[O-]CC.[O-]CC.[B+3].O1CCN(CC1)CCN1N=CC(=C1)NC1=NN2C(C=CC=C2OC=2C=C(C=CC2)NC(C=C)=O)=N1